C(CC)N1C(NCC2=C1C=CC=N2)=O propyl-3,4-dihydropyrido[3,2-d]pyrimidin-2(1H)-one